BrC1=CC2=C(C(=N1)NC=1C=CC(=C(C(=O)N)C1)F)N(C=N2)C(C)C 5-((6-bromo-3-isopropyl-3H-imidazo[4,5-c]pyridin-4-yl)amino)-2-fluoro-benzamide